1,5-anhydro-2,3-dideoxy-3-(((4-ethoxy-7-(4-(1-methyl-1H-1,2,3-triazol-4-yl)benzyl)-2,3-dihydro-1-benzofuran-5-yl)carbonyl)amino)-L-threo-pentitol C(C)OC1=C(C=C(C2=C1CCO2)CC2=CC=C(C=C2)C=2N=NN(C2)C)C(=O)N[C@H]2CCOC[C@@H]2O